(R)-N-(6-cyano-1-cyclobutyl-1H-benzo[d]imidazol-2-yl)-3-hydroxy-3-phenylpropanamide C(#N)C=1C=CC2=C(N(C(=N2)NC(C[C@H](C2=CC=CC=C2)O)=O)C2CCC2)C1